4-(6-(but-3-en-1-yl)-7-oxo-1-tosyl-6,7-dihydro-1H-pyrrolo[2,3-c]pyridin-4-yl)-1H-benzo[d]imidazole-6-carboxylic acid methyl ester COC(=O)C=1C=C(C2=C(NC=N2)C1)C=1C2=C(C(N(C1)CCC=C)=O)N(C=C2)S(=O)(=O)C2=CC=C(C)C=C2